CC1=CC(=NN1)C1(C=2C(=NC(=N1)NCC1=CC3=C(OCCCN3)C=C1)N(NC2)C2CCOCC2)N 4-(5-methyl-1H-pyrazol-3-yl)-1-(tetrahydro-2H-pyran-4-yl)-N6-((2,3,4,5-tetrahydroBenzo[b][1,4]oxazepin-7-yl)methyl)-1H-pyrazolo[3,4-d]pyrimidine-4,6-diamine